5-[(E)-oct-6-enyl]oxacyclopentane-2-one C(CCCC\C=C\C)C1CCC(O1)=O